C1(=C(C(=C(C(=C1[2H])[2H])[2H])[2H])[2H])N1C=2C=CC=CC2C=2C3=C(C=CC12)NC1=CC=CC=C13 8-(phenyl-d5)-5H,8H-indolo[2,3-c]carbazole